CC1=CN(C2=CC=C(C=C12)S(=O)(=O)N1CCCCC1)C(C(=O)NC=1C=C2C(CCC2=CC1)=O)C 2-[3-methyl-5-(1-piperidylsulfonyl)indol-1-yl]-N-(3-oxoindan-5-yl)propanamide